2-(tert-butyl) 8-methyl 2,6-diazaspiro[3.4]octane-2,8-dicarboxylate C1N(CC12CNCC2C(=O)OC)C(=O)OC(C)(C)C